5-fluoro-3-methyl-1-(tetrahydro-2H-pyran-2-yl)-4-(4,4,5,5-tetramethyl-1,3,2-dioxaborolan-2-yl)-1H-pyrazolo[3,4-b]pyridine FC=1C(=C2C(=NC1)N(N=C2C)C2OCCCC2)B2OC(C(O2)(C)C)(C)C